N-benzyl-isopropylamine C(C1=CC=CC=C1)NC(C)C